C1(=CC=CC=C1)[SiH](O[SiH3])CC=C 1-phenyl-1-allyldisiloxane